4-(3-Methyl-4-Hydroxyphenyl)quinazoline CC=1C=C(C=CC1O)C1=NC=NC2=CC=CC=C12